diazidophenylether N(=[N+]=[N-])C=1C(=C(C=CC1)OC1=C(C(=CC=C1)N=[N+]=[N-])N=[N+]=[N-])N=[N+]=[N-]